Cl.CN1N=C2C=C(C(=CC2=C1)N1CCCCC1)NC(=O)C=1N=C(OC1)C1=CC(=NC=C1)C N-(2-methyl-5-(piperidin-1-yl)-2H-indazol-6-yl)-2-(2-methylpyridin-4-yl)oxazole-4-carboxamide hydrochloride